(S)-8-((5-bromopentyl)oxy)-7-methoxy-2-(4-methoxyphenyl)-5-oxo-11,11a-dihydro-1H-benzo[e]pyrrolo[1,2-a][1,4]diazepine-10(5H)-carboxylic acid allyl ester C(C=C)OC(=O)N1C[C@H]2N(C(C3=C1C=C(C(=C3)OC)OCCCCCBr)=O)C=C(C2)C2=CC=C(C=C2)OC